5-((3-(Dimethylamino)Propyl)Amino)Pyrazolo[1,5-a]Pyrido[4,3-e]Pyrimidine-2-Carboxylic Acid CN(CCCNC1=NC=2N(C3=C1C=CN=C3)N=C(C2)C(=O)O)C